OC12OC3=C(C1(C(C1=CC=CC=C12)=O)NC)C=C(C(=C3)C)C 4b-hydroxy-7,8-dimethyl-9b-(methyl-amino)-4b,9b-dihydro-10H-indeno[1,2-b]benzofuran-10-one